5-ethyl-6-fluoro-4-(8-fluoro-2-(((2R,7aS)-2-fluorotetrahydro-1H-pyrrolizin-7a(5H)-yl)methoxy)-4-(2,2,2-trifluoroethoxy)quinazolin-7-yl)naphthalen-2-ol C(C)C1=C2C(=CC(=CC2=CC=C1F)O)C1=CC=C2C(=NC(=NC2=C1F)OC[C@]12CCCN2C[C@@H](C1)F)OCC(F)(F)F